(p-tolyl)(p-chlorophenyl)methylene(cyclopentadienyl)(2,7-di-tert-butylfluorenyl)zirconium dichloride [Cl-].[Cl-].C1(=CC=C(C=C1)C(=[Zr+2](C1=C(C=CC=2C3=CC=C(C=C3CC12)C(C)(C)C)C(C)(C)C)C1C=CC=C1)C1=CC=C(C=C1)Cl)C